ClC1=C(C)C(=CC=C1Cl)[N+](=O)[O-] 2,3-dichloro-6-nitrotoluene